4-((3-isopropyl-1-toluenesulfonyl-1H-pyrrolo[3,2-b]pyridin-5-yl)methyl)-3,5-dimethylphenyl trifluoromethanesulfonate FC(S(=O)(=O)OC1=CC(=C(C(=C1)C)CC1=CC=C2C(=N1)C(=CN2S(=O)(=O)CC2=CC=CC=C2)C(C)C)C)(F)F